C(=C)C1=CC=CC=C1 6-vinylbenzene